CN1C=2C(CCCC1=O)=[N+](C=CC2)[O-] 5-methyl-6-oxo-6,7,8,9-tetrahydro-5H-pyrido[3,2-b]azepine-1-oxide